2-(2-Chlorophenyl)-N-{4-(5-cyclopropyl-1,2,4-oxadiazol-3-yl)-3-[(2,4-dimethoxybenzyl)sulfamoyl]phenyl}acetamide ClC1=C(C=CC=C1)CC(=O)NC1=CC(=C(C=C1)C1=NOC(=N1)C1CC1)S(NCC1=C(C=C(C=C1)OC)OC)(=O)=O